2-(1-(4-fluorobenzyl)pyrrolidin-2-yl)-N-((1,2,3,5,6,7-hexahydro-S-indacen-4-yl)carbamoyl)vinylsulfonamide FC1=CC=C(CN2C(CCC2)C(=CNS(=O)=O)C(NC2=C3CCCC3=CC=3CCCC23)=O)C=C1